O=[14CH][C@H](O)[C@@H](O)[C@H](O)CO [1-14C]-xylose